C(C)(SCCC=1N=C(SC1)C1=CC(=CC(=C1)F)F)=O S-{2-[2-(3,5-difluorophenyl)-1,3-thiazol-4-yl] ethyl} ethanethioate